2-(2-((2-ethyl-6-(1-(2-(3-hydroxyazetidin-1-yl)-2-oxoethyl)piperidin-4-yl)imidazo[1,2-a]pyridin-3-yl)(methyl)amino)thiazol-4-yl)-5-fluorobenzonitrile C(C)C=1N=C2N(C=C(C=C2)C2CCN(CC2)CC(=O)N2CC(C2)O)C1N(C=1SC=C(N1)C1=C(C#N)C=C(C=C1)F)C